(S)-1-(2-aminopyrimidin-5-yl)-3-((5-fluoro-3-methylbenzofuran-2-yl)(1-methylcyclopropyl)methyl)urea NC1=NC=C(C=N1)NC(=O)N[C@@H](C1(CC1)C)C=1OC2=C(C1C)C=C(C=C2)F